trans-2-octadecene-1,18-dicarboxylic acid C(\C=C\CCCCCCCCCCCCCCCC(=O)O)C(=O)O